6-(cyclopropanecarboxamido)-4-((2-methoxy-3-(4-methoxypyrimidin-2-yl)phenyl)amino)-N-(methyl-d3)pyridazine-3-carboxamide C1(CC1)C(=O)NC1=CC(=C(N=N1)C(=O)NC([2H])([2H])[2H])NC1=C(C(=CC=C1)C1=NC=CC(=N1)OC)OC